C(N)(=O)CN1CCC(CC1)C(=O)OC(C)(C)C tert-butyl 1-(carbamoylmethyl)piperidine-4-carboxylate